OC1=C(C=CC(=C1)C(F)(F)F)C1=C(C=C(N=N1)N[C@H]1CN(CCC1)CC(=O)N1CCC2(CNC2)CC1)C (R)-2-(3-((6-(2-Hydroxy-4-(trifluoromethyl)phenyl)-5-methylpyridazin-3-yl)amino)piperidin-1-yl)-1-(2,7-diazaspiro[3.5]nonan-7-yl)ethan-1-one